ClC1=C(C=CC=C1)S(=O)(=O)O o-chlorobenzenesulfonic acid